tert-butyl (R)-3-((methyl((S)-5,6,7,8-tetrahydroquinolin-8-yl)amino)methyl)-5-(piperazin-1-yl)-3,4-dihydroisoquinoline-2(1H)-carboxylate CN([C@H]1CCCC=2C=CC=NC12)C[C@@H]1N(CC2=CC=CC(=C2C1)N1CCNCC1)C(=O)OC(C)(C)C